N-ethyl-hexylamine C(C)NCCCCCC